1-[2-(dimethylamino)-1-(4-methoxyphenyl)ethyl]cyclohexanol CN(CC(C1=CC=C(C=C1)OC)C1(CCCCC1)O)C